C(C1=CC=CC=C1)N1CCC(CC1)(O)C1=C(C(=O)O)C=C(C=C1)Br (1-benzyl-4-hydroxypiperidin-4-yl)-5-bromobenzoic acid